(((2R,7aS)-2-fluorotetrahydro-1H-pyrrolizin-7a(5H)-yl)methoxy)-7-(5,6,7,8-tetrahydronaphthalen-1-yl)quinoline-3-carbonitrile F[C@@H]1C[C@@]2(CCCN2C1)COC1=NC2=CC(=CC=C2C=C1C#N)C1=CC=CC=2CCCCC12